trinitro-methane [N+](=O)([O-])C([N+](=O)[O-])[N+](=O)[O-]